(S)-5-(3-fluoropiperidin-1-yl)-2-morpholinothiazolo[4,5-b]pyridin-6-amine F[C@@H]1CN(CCC1)C1=C(C=C2C(=N1)N=C(S2)N2CCOCC2)N